(E)-2-methyl-3-(4-nitrophenyl)acrylic acid C/C(/C(=O)O)=C\C1=CC=C(C=C1)[N+](=O)[O-]